C1[C@H]([C@H](OC2=CC(=CC(=C21)O)O)C3=CC(=C(C(=C3)O)O)O)OC(=O)C4=CC(=C(C(=C4)O)O)O The molecule is a gallate ester obtained by the formal condensation of gallic acid with the (3R)-hydroxy group of (-)-epigallocatechin. It has a role as an antineoplastic agent, an antioxidant, a Hsp90 inhibitor, a neuroprotective agent and a plant metabolite. It is a gallate ester, a polyphenol and a member of flavans. It derives from a (-)-epigallocatechin.